[Cl-].C(C1=CC=CC=C1)[N+]12CC(CC(CC1)C2)=O 1-benzyl-3-oxo-1-azoniabicyclo[3.2.1]octane chloride